3,5'-diiodothyronine IC=1C=C(C[C@H](N)C(=O)O)C=CC1OC1=CC=C(C(=C1)I)O